P(=O)(OC(C)(C)C)(OC(C)(C)C)OCN1N=CC2=CC(=CC=C12)C#CC1=NC(=NC=C1)C1=NC(=NC=C1)N1CC2=CC=C(C=C2C1)F di-tert-butyl ((5-((2'-(5-fluoroisoindolin-2-yl)-[2,4'-bipyrimidin]-4-yl)ethynyl)-1H-indazol-1-yl)methyl) phosphate